C(CCC)OC(=O)[C@H]1N(CCC1)P(=O)(OC1=CC=CC=C1)OC1=CC=C(C=C1)[N+](=O)[O-] (2S)-1-((4-nitrophenoxy)(phenoxy)phosphoryl)pyrrolidine-2-carboxylic acid butyl ester